2-methyl-5-(3-cyanophenyl)thiophene-3-carboxylic acid CC=1SC(=CC1C(=O)O)C1=CC(=CC=C1)C#N